5-amino-3-(4-(difluoromethoxy)-8-fluoro-2-phenylquinolin-7-yl)-1-((1s,3s)-3-hydroxy-3-methylcyclobutyl)-1H-pyrazole-4-carboxamide NC1=C(C(=NN1C1CC(C1)(C)O)C1=CC=C2C(=CC(=NC2=C1F)C1=CC=CC=C1)OC(F)F)C(=O)N